tert-butyl 3-oxo-2-(5-(trifluoromethyl)pyridin-3-yl)-2,8-diazaspiro[4.5]decane-8-carboxylate O=C1N(CC2(C1)CCN(CC2)C(=O)OC(C)(C)C)C=2C=NC=C(C2)C(F)(F)F